9,9-bis(3-amino-4-allyloxyphenyl)fluorene NC=1C=C(C=CC1OCC=C)C1(C2=CC=CC=C2C=2C=CC=CC12)C1=CC(=C(C=C1)OCC=C)N